2-chloro-6-[3-(3,3,3-trifluoro-2,2-dimethyl-propoxy)pyrazol-1-yl]pyridine-3-carboxylic acid ClC1=NC(=CC=C1C(=O)O)N1N=C(C=C1)OCC(C(F)(F)F)(C)C